N-(4-([1,2,4]triazolo[1,5-a]pyridin-7-ylmethyl)-3-methylphenyl)-6-(3,8-diazabicyclo[3.2.1]octan-3-yl)pyrido[3,2-d]pyrimidin-4-amine hydrochloride Cl.N=1C=NN2C1C=C(C=C2)CC2=C(C=C(C=C2)NC=2C1=C(N=CN2)C=CC(=N1)N1CC2CCC(C1)N2)C